2-(3-isopropyl-2-(2-methylpyridin-4-yl)-1H-indol-5-yl)-N-(((S)-pyrrolidin-3-yl)methyl)propionamide C(C)(C)C1=C(NC2=CC=C(C=C12)C(C(=O)NC[C@@H]1CNCC1)C)C1=CC(=NC=C1)C